(3R)-1-[[4-(3-bromo-2-methyl-anilino)-2-(trifluoromethyl)pyrido[3,2-d]pyrimidin-7-yl]methyl]pyrrolidin-3-ol BrC=1C(=C(NC=2C3=C(N=C(N2)C(F)(F)F)C=C(C=N3)CN3C[C@@H](CC3)O)C=CC1)C